C(C=C)(=O)N1CC(C1)N1N=C(C(=C1N)C(=O)N)C1=CC2=C(S1)C(=CC(=C2)C)OC 1-(1-acryloyl-azetidin-3-yl)-5-amino-3-(7-methoxy-5-methylbenzo[b]thiophen-2-yl)-1H-pyrazole-4-carboxamide